bis-(ethylaminomethyl)methyldisilazane C(C)NC[Si](N[SiH3])(C)CNCC